6-ethynylhexahydro-1,4-oxazepine C(#C)C1CNCCOC1